Tert-butyl N-[(3R,6S)-6-{[3-(8-{2-[(2,2-difluoroethyl)(isopropyl)carbamoyl]-4-fluorophenyl}-3-methylimidazo[1,5-a]pyridin-6-yl)azetidin-1-yl]methyl}oxan-3-yl]carbamate FC(CN(C(=O)C1=C(C=CC(=C1)F)C=1C=2N(C=C(C1)C1CN(C1)C[C@@H]1CC[C@H](CO1)NC(OC(C)(C)C)=O)C(=NC2)C)C(C)C)F